C(C)(=O)C1=CC2=C(N=C(N=C2)NC2=CC3=C(CS(C3)(=O)=O)C=C2)N(C1=O)[C@H]1[C@](CCC1)(C)O 6-acetyl-2-((2,2-dioxo-1,3-dihydrobenzo[c]thiophen-5-yl)amino)-8-((1R,2R)-2-hydroxy-2-methylcyclopentyl)pyrido[2,3-d]pyrimidin-7(8H)-one